C1(CC1)C1=NOC=C1 cyclopropyl-1,2-oxazole